ClC1=CC=2C3=C(C(=NC2C(=C1C1=C2C=NNC2=CC=C1C)F)OC[C@H]1N(CCC1)C)N=CN3C3CCN(CC3)C(C=C)=O 1-(4-(8-Chloro-6-fluoro-7-(5-methyl-1H-indazol-4-yl)-4-(((S)-1-methylpyrrolidin-2-yl)methoxy)-1H-imidazo[4,5-c]quinolin-1-yl)piperidin-1-yl)prop-2-en-1-one